ClC1=CC(=C(C(=C1)OC)C(C)=O)O 1-(4-chloro-2-hydroxy-6-methoxyphenyl)ethanone